C1(CCCCC1)C1=NOC(=N1)C1CCN(CC1)C(CC=1C(=NOC1)C)=O 1-(4-(3-cyclohexyl-1,2,4-oxadiazol-5-yl)piperidin-1-yl)-2-(3-methylisoxazol-4-yl)ethan-1-one